FC=1C=C(C=C(C1C)NC(=O)C1=CN=C2N1C=CC(=C2)N2CCOCC2)C2=NOC(=N2)C2CN(C2)C(=O)OC methyl 3-(3-(3-fluoro-4-methyl-5-(7-morpholinoimidazo[1,2-a]pyridine-3-carboxamido)phenyl)-1,2,4-oxadiazol-5-yl)azetidine-1-carboxylate